(2-Amino-6-cyclopropylpyridin-4-yl)boronic acid NC1=NC(=CC(=C1)B(O)O)C1CC1